2-(3,3-difluoro-4-(((5-fluoro-6-(3-(2-fluoro-4-(trifluoromethyl)phenyl)-morpholino)pyrimidin-4-yl)amino)methyl)piperidin-1-yl)acetamide FC1(CN(CCC1CNC1=NC=NC(=C1F)N1C(COCC1)C1=C(C=C(C=C1)C(F)(F)F)F)CC(=O)N)F